O(C1=CC=C(C=C1)OCCOC1=C(C2=CC=CC=C2C=C1)C1=C(C=CC2=CC=CC=C12)OCCO)C1=CC=C(C=C1)OCCOC1=C(C2=CC=CC=C2C=C1)C1=C(C=CC2=CC=CC=C12)OCCO 2,2'-{oxybis[(4,1-phenylene)oxyethane-2,1-diyloxy[1,1'-binaphthalene]-2',2-diyloxy]}di(ethan-1-ol)